di-(3-methoxybutyl) peroxydicarbonate C(=O)(OCCC(C)OC)OOC(=O)OCCC(C)OC